5-((1-(4-(3-(Dimethylamino)-3-methylpyrrolidin-1-yl)phenyl)-1H-imidazol-4-yl)amino)pyrazine-2-carbonitrile CN(C1(CN(CC1)C1=CC=C(C=C1)N1C=NC(=C1)NC=1N=CC(=NC1)C#N)C)C